C(C1=CC=CC=C1)(=O)C1=C(C=CC=C1)P(OCC)([O-])=O ethyl benzoylphenylphosphonate